beta-aminoethyl-gamma-aminopropyl-methyl-trimethoxysilane NCCC(O[Si](OC)(OC)C)CCCN